N-[(1R)-1-(5-cyano-3-fluoropyridin-2-yl)ethyl]-2-(4,5-dimethyl-2-oxo-1H-1,6-naphthyridin-3-yl)-2,2-difluoroacetamide C(#N)C=1C=C(C(=NC1)[C@@H](C)NC(C(F)(F)C=1C(NC2=CC=NC(=C2C1C)C)=O)=O)F